1-(7-(3-amino-8-ethynyl-7-fluoronaphthalen-1-yl)-4-((1r,5s)-3,8-diazabicyclo[3.2.1]oct-3-yl)-8-fluoro-2-((4-fluorobicyclo[2.2.2]oct-1-yl)methoxy)quinazolin-6-yl)ethan-1-one NC=1C=C(C2=C(C(=CC=C2C1)F)C#C)C1=C(C=C2C(=NC(=NC2=C1F)OCC12CCC(CC1)(CC2)F)N2C[C@H]1CC[C@@H](C2)N1)C(C)=O